(R)-N-(1-phenyl-2-(quinolin-2-yl)ethyl)acetamide C1(=CC=CC=C1)[C@@H](CC1=NC2=CC=CC=C2C=C1)NC(C)=O